6-bromo-5-methyl-4,5-dihydropyrazolo[1,5-a]quinoxaline-4,4-d2 BrC1=C2N(C(C=3N(C2=CC=C1)N=CC3)([2H])[2H])C